Dimethyl-6,6'-(1-(2-(dimethylamino)ethyl)hydrazine-1,2-diyl)bis(6-oxohexanoate) COC(CCCCC(=O)N(NC(CCCCC(=O)OC)=O)CCN(C)C)=O